COC(COC=1C=C(C=CC1)N1C(N(CC=C1)CC1=CC=C(C=C1)OC)=O)OC 1-[3-(2,2-dimethoxyethoxy)phenyl]-3-[(4-methoxyphenyl)methyl]-1,3-diazinon